C(C)C=1C(NC2=CC(=CN=C2C1)CN1CCN(CC1)C1=NC=C(C=C1)C=1C=NN(C1)C)=O 3-ethyl-7-((4-(5-(1-methyl-1H-pyrazol-4-yl)pyridin-2-yl)piperazin-1-yl)methyl)-1,5-naphthyridin-2(1H)-one